histidinyl Glutamate (Histidinyl-Glutamate) N[C@@H](CC1=CNC=N1)C(=O)N[C@@H](CCC(=O)O)C(=O)O.N[C@@H](CCC(=O)O)C(=O)OC([C@@H](N)CC1=CNC=N1)=O